4,4,5,5-tetramethyl-2-(2,3,6,7-tetrahydrooxepin-4-yl)-1,3,2-dioxaborolane CC1(OB(OC1(C)C)C=1CCOCCC1)C